(1S,4R)-2-[(4-methoxyphenyl)methyl]-2-azabicyclo[2.2.1]Hept-5-en-3-one COC1=CC=C(C=C1)CN1[C@@H]2C=C[C@H](C1=O)C2